OC[Fe] hydroxymethyliron